1-(3-(2-hydroxyethoxy)-4-methylphenyl)-3-(4-isopropyl-2-(4-(trifluoromethyl)phenyl)thiazol-5-yl)propan-1-one OCCOC=1C=C(C=CC1C)C(CCC1=C(N=C(S1)C1=CC=C(C=C1)C(F)(F)F)C(C)C)=O